2-(((1R)-1-(2-cyano-7-methyl-3-(3-(1-methyl-1H-pyrazol-3-yl)-8-azabicyclo[3.2.1]octan-8-yl)quinoxalin-5-yl)ethyl)amino)benzoic acid C(#N)C1=NC2=CC(=CC(=C2N=C1N1C2CC(CC1CC2)C2=NN(C=C2)C)[C@@H](C)NC2=C(C(=O)O)C=CC=C2)C